6-(4,4-difluoro-1-methylcyclohexyl)-5-fluoropyridine-3-carboxylic acid methyl ester COC(=O)C=1C=NC(=C(C1)F)C1(CCC(CC1)(F)F)C